CN1[C@@H](CCC1)C1(CC1)OC=1N=C(C2=C(N1)CN(CC2)C2=C(C=CC=C2)C)N2C[C@@H](NCC2)CC#N 2-((S)-4-(2-(1-((S)-1-methylpyrrolidin-2-yl)cyclopropoxy)-7-(o-tolyl)-5,6,7,8-tetrahydropyrido[3,4-d]pyrimidin-4-yl)piperazin-2-yl)acetonitrile